2-hydroxy-benzoic acid, methyl ester OC1=C(C(=O)OC)C=CC=C1